(3S,4R)-3-fluoro-1-methylpiperidin-4-amine F[C@H]1CN(CC[C@H]1N)C